1-{2-chloro-4-[1-(3,4-dimethylphenyl)-1H-pyrazolo[4,3-c]quinolin-3-yl]phenyl}-4-methylpiperazine ClC1=C(C=CC(=C1)C1=NN(C2=C1C=NC=1C=CC=CC21)C2=CC(=C(C=C2)C)C)N2CCN(CC2)C